ClC1=C2N=C(C=NC2=CC=C1OC=1C=CC2=C(N(C(=N2)C)COCC[Si](C)(C)C)C1)C=1C=NN(C1)CC1CC(C1)(F)F 2-[[6-[5-chloro-3-[1-[(3,3-difluorocyclobutyl)methyl]pyrazol-4-yl]quinoxalin-6-yl]oxy-2-methyl-benzimidazol-1-yl]methoxy]ethyl-trimethyl-silane